NC1=CC=C(N=N1)C#CCN1C2=C(CCC(C1=O)C1=C(C=C(C=C1)C1CC1)C(F)(F)F)C=C(C=C2)C2CC2 1-(3-(6-aminopyridazin-3-yl)prop-2-ynyl)-7-cyclopropyl-3-(4-cyclopropyl-2-(trifluoromethyl)phenyl)-4,5-dihydro-1H-benzo[b]azepin-2(3H)-one